ClC1=C(C=CC=C1OC1COC1)C(CC)O 1-(2-chloro-3-(oxetan-3-yloxy)phenyl)propan-1-ol